BrC=1C(=C2C(CC[C@@]3(C2=CC1)N=C1N(C=C(C=C1OC(F)F)C#N)C3)O)F (S)-6'-bromo-8-(difluoromethoxy)-5'-fluoro-4'-hydroxy-3',4'-dihydro-2'H,3H-spiro[imidazo[1,2-a]pyridine-2,1'-naphthalene]-6-carbonitrile